10-ethyl-1,4,8,12-tetraazacyclopentadecane-9,11-dione C(C)C1C(NCCCNCCNCCCNC1=O)=O